4-(bromomethyl)-1-naphthoic acid methyl ester COC(=O)C1=CC=C(C2=CC=CC=C12)CBr